tert-butyl (2-(4'-cyano-2'-(1-(2-methyl-6-morpholinopyrimidin-4-yl)vinyl)-[1,1'-biphenyl]-4-yl)ethyl)carbamate C(#N)C1=CC(=C(C=C1)C1=CC=C(C=C1)CCNC(OC(C)(C)C)=O)C(=C)C1=NC(=NC(=C1)N1CCOCC1)C